benzyl 3-carbamoylazetidine-1-carboxylate C(N)(=O)C1CN(C1)C(=O)OCC1=CC=CC=C1